N5,N10-methylenetetrahydrofolic acid C1N2C=3C(NC(=NC3NCC2CN1C1=CC=C(C(N[C@@H](CCC(=O)O)C(=O)O)=O)C=C1)N)=O